(5aR,8aR)-4-methyloctahydrocyclopenta[e][1,4]diazepine-2,5-dione CN1CC(N[C@H]2[C@H](C1=O)CCC2)=O